N[C@@H]1CN(CC[C@H]1F)C1=NC2=C(N1CC1=CC(=C(C#N)C=C1)Cl)C=C(C(=C2)F)F 4-((2-((3R,4R)-3-amino-4-fluoro-1-piperidinyl)-5,6-difluoro-1H-benzimidazol-1-yl)methyl)-2-chlorobenzonitrile